5-[(2,5-dimethylphenyl)amino]-2-(pyridin-2-yl)-4,5,6,7-tetrahydro-2H-indazol-3-ol CC1=C(C=C(C=C1)C)NC1CC2=C(N(N=C2CC1)C1=NC=CC=C1)O